(2R,3R,4R,5R)-4-[[3-(3-Methoxy-2-methyl-4-pyridyl)-4,5-dimethyl-5-(trifluoromethyl)tetrahydrofuran-2-carbonyl]amino]pyridin-2-carboxamid COC=1C(=NC=CC1[C@@H]1[C@@H](O[C@]([C@@H]1C)(C(F)(F)F)C)C(=O)NC1=CC(=NC=C1)C(=O)N)C